BrC=1C2=C(SC1C(F)(F)P(OCC)(OCC)=O)C=CC(=C2)C(/N=C/N(C)C)=O diethyl (E)-((3-bromo-5-(((dimethylamino)methylene) carbamoyl)benzo[b]thiophen-2-yl)difluoromethyl)phosphonate